FC1=C(C(=C(C(=C1C1=C(C(=C(C(=C1F)F)N)F)C(F)(F)F)C(F)(F)F)F)N)F hexafluoro-2,2'-bis(trifluoromethyl)-4,4'-diaminobiphenyl